O1C2=C(OCC1)C(=CC=C2)CN2CC(N(CC2)C2CC1(CNC1)C2)C2=C(C=CC=C2)C(C)C 6-(4-((2,3-dihydrobenzo[b][1,4]dioxin-5-yl)methyl)-2-(2-isopropylphenyl)piperazin-1-yl)-2-azaspiro[3.3]heptane